NC(C(C)(C)N1CSC(=C1C)COC=1C=CC2=C(C=C(O2)C)C1)=O N-(1-amino-2-methyl-1-oxopropan-2-yl)-2-methyl-5-((4-methylthiazol-5-yl)methoxy)benzofuran